C(C)N1CSC2=C1C=CC=C2 3-Ethylbenzothiazolin